ClC=1C=CC(=C(C1)CO)COC1=NC(=CC=C1)Cl [5-chloro-2-[(6-chloro-2-pyridyl)oxymethyl]phenyl]methanol